6-(4-hydroxypiperidin-1-yl)pyridine-3-boronic acid pinacol ester OC1CCN(CC1)C1=CC=C(C=N1)B1OC(C)(C)C(C)(C)O1